C1(CC1)C1=C(C=C2CCNCC2=C1)NC1=NC=C(C(=N1)C1=CC=2S(CCNS(C2S1)(=O)=O)(=O)=O)C(F)(F)F 7-(2-((7-cyclopropyl-1,2,3,4-tetrahydroisoquinolin-6-yl)amino)-5-(trifluoromethyl)pyrimidin-4-yl)-3,4-dihydro-2H-thieno[3,2-f][1,5,2]dithiazepine 1,1,5,5-tetraoxide